6-(isopropyl(methyl)amino)-1-oxo-2,3-dihydro-1H-pyrrolo[3,4-c]pyridine-4-carbonitrile C(C)(C)N(C1=CC2=C(C(=N1)C#N)CNC2=O)C